(R)-2-(4-((1-(2-Hydroxyethyl)piperidin-3-yl)amino)-2-methylpyrazolo[1,5-d][1,2,4]triazin-7-yl)-5-(trifluoromethyl)phenol OCCN1C[C@@H](CCC1)NC=1C=2N(C(=NN1)C1=C(C=C(C=C1)C(F)(F)F)O)N=C(C2)C